piperazin-1-yl(7-(trifluoromethyl)-2,3-dihydrobenzo[f][1,4]thiazepin-4(5H)-yl)methanone N1(CCNCC1)C(=O)N1CCSC2=C(C1)C=C(C=C2)C(F)(F)F